2-(2-Fluorodibenzo[b,d]furan-3-yl)benzaldehyde FC1=CC2=C(OC3=C2C=CC=C3)C=C1C1=C(C=O)C=CC=C1